P(OC1=C(C=C(C(=C1)C)C(C)(C)C)C(C)(C)C)(OC1=C(C=C(C(=C1)C)C(C)(C)C)C(C)(C)C)OC1=C(C=C(C(=C1)C)C(C)(C)C)C(C)(C)C tris(2,4-di-tert-butyl-5-methylphenyl) phosphite